(E)-4-(2-(3-(2-(1H-tetrazol-5-yl)quinolin-6-yl)-3-azabicyclo[3.1.0]hex-6-yl)vinyl)-5-cyclopropyl-3-(2,6-dichlorophenyl)isoxazole N1N=NN=C1C1=NC2=CC=C(C=C2C=C1)N1CC2C(C2C1)/C=C/C=1C(=NOC1C1CC1)C1=C(C=CC=C1Cl)Cl